OC1(C2=NN=C(C=3C(=CC(=C(N4CCCC4CCCCCC1)N3)C(F)(F)F)NC(OC(C)(C)C)=O)O2)C(F)(F)F tert-Butyl N-[6-hydroxy-6,19-bis(trifluoromethyl)-23-oxa-3,4,17,22-tetraazatetracyclo[16.3.1.12,5.013,17]tricosa-1(22),2,4,18,20-pentaen-21-yl]carbamate